1-hydroxy-2-methylpropan-2-sulfonamide OCC(C)(S(=O)(=O)N)C